ClC1=CC(=C(C=C1)C=1C=2N(C(=NN1)N[C@H]1CN(CCC1)C)C=CC2)OCC(F)(F)F (R)-1-(4-chloro-2-(2,2,2-trifluoroethoxy)phenyl)-N-(1-methylpiperidin-3-yl)pyrrolo[1,2-d][1,2,4]triazin-4-amine